2-methyl-1-(5-(5-(4-methylpyridin-3-yl)-1,2,4-oxadiazol-3-yl)-1H-benzo[d][1,2,3]triazol-1-yl)propan-2-ol CC(CN1N=NC2=C1C=CC(=C2)C2=NOC(=N2)C=2C=NC=CC2C)(C)O